FC1=C(C(=O)O)C=CC=C1C1CN(CC1)C1=CC=C(C=C1)C(F)(F)F 2-fluoro-3-(1-(4-(trifluoromethyl)phenyl)pyrrolidin-3-yl)benzoic acid